Bromopyruvat BrCC(C(=O)[O-])=O